(5S,8S)-N-((3-chloro-5-(trifluoromethyl)pyridin-2-yl)methyl)-5-fluoro-8-hydroxy-5,6,7,8-tetrahydroquinoline-5-carboxamide ClC=1C(=NC=C(C1)C(F)(F)F)CNC(=O)[C@]1(C=2C=CC=NC2[C@H](CC1)O)F